COC(=O)C=1C(=CC=C2C1CCO2)O 5-hydroxy-2,3-dihydrobenzofuran-4-carboxylic acid methyl ester